6-(2-Amino-5-(4-(4-ethylmorpholin-2-yl)phenyl)-6-fluoropyridin-3-yl)-3,4-dihydroisoquinolin-1(2H)-one NC1=NC(=C(C=C1C=1C=C2CCNC(C2=CC1)=O)C1=CC=C(C=C1)C1CN(CCO1)CC)F